ClC=1C=C(NC2(CCC3(C(CC4=CC=CC=C34)C[C@H](COC3=CC=NC=4C(CC[C@H](C34)C)(F)F)C)CC2)C(=O)O)C=CC1 4-(3-Chloroanilino)-2'-[(2R)-3-{[(5R)-8,8-difluoro-5-methyl-5,6,7,8-tetrahydroquinolin-4-yl]oxy}-2-methylpropyl]-2',3'-dihydrospiro[cyclohexane-1,1'-indene]-4-carboxylic acid